1-(4-(1H-pyrazol-1-yl)butyl)-5-(prop-1-en-2-yl)-1H-indole-3-carbonitrile N1(N=CC=C1)CCCCN1C=C(C2=CC(=CC=C12)C(=C)C)C#N